ClCCCCC[C@H](C(C)(C)C1=CC(=C(C(=C1)O)[C@H]1C=C([C@@H]2C([C@H]1C2)(C)C)CN2C(C1=CC=CC=C1C2=O)=O)O)C2=CC=CC=C2 2-(((1S,4S,5S)-4-(4-((S)-8-chloro-2-methyl-3-phenyloctan-2-yl)-2,6-dihydroxyphenyl)-6,6-dimethylbicyclo[3.1.1]hept-2-en-2-yl)methyl)isoindoline-1,3-dione